C(C1=CC=CC=C1)(C1=CC=CC=C1)N(C=1N(C(C(=C(N1)C(=O)NC1=CN=NN1C)O)=O)C)C 2-(benzhydryl(methyl)amino)-5-hydroxy-1-methyl-N-(1-methyl-1H-1,2,3-triazol-5-yl)-6-oxo-1,6-dihydropyrimidine-4-carboxamide